6-butyl-3-((4-(3-methylpyridin-4-yl)phenyl)sulfonyl)-5-(2-phenylpiperidin-1-yl)pyridine-2,4-diol C(CCC)C1=C(C(=C(C(=N1)O)S(=O)(=O)C1=CC=C(C=C1)C1=C(C=NC=C1)C)O)N1C(CCCC1)C1=CC=CC=C1